NC1=C(C(=NC=C1)Cl)OC=1C=C(C#N)C=CC1Br 3-((4-amino-2-chloropyridin-3-yl)oxy)-4-bromobenzonitrile